Cl.NC(C(=O)OC)CC1C(NC2(C1)CCOCC2)=O methyl 2-amino-3-(2-oxo-8-oxa-1-azaspiro[4.5]decan-3-yl)propanoate hydrochloride